(1,3-dioxolan-2-yl)methyltriphenyl-phosphine bromide [Br-].O1C(OCC1)CC1=C(C=CC=C1)P(C1=CC=CC=C1)C1=CC=CC=C1